N-methylethoxyethyl-octafluorophenothiazine CC(C)OCCN1C2=C(C(=C(C(=C2SC=2C(=C(C(=C(C12)F)F)F)F)F)F)F)F